CNS(=O)(=O)N N-methylsulfonyl-diamine